2,5-DICHLORO-4-METHYL-BENZENEBORONIC ACID ClC1=C(C=C(C(=C1)C)Cl)B(O)O